ClCC1=NC=C(C(=C1CCl)C)F 2,3-bis(chloromethyl)-5-fluoro-4-methyl-pyridine